4-(1,4-dioxaspiro[4.5]decan-8-ylamino-5-fluoro-1-oxo-3H-isoindol-2-yl)piperidine-2,6-dione O1CCOC12CCC(CC2)NC2N(C(C1=CC=C(C=C21)F)=O)C2CC(NC(C2)=O)=O